NC1=CC(=C(C(=N1)C)Cl)SC=1C=2N(C(=NC1)N1CCC3(CCC[C@H]3N)CC1)C=CN2 (R)-8-(8-((6-amino-3-chloro-2-methyl-pyridin-4-yl)thio)imidazo[1,2-c]pyrimidin-5-yl)-8-azaspiro[4.5]decan-1-amine